FC(C(=O)O)(F)F.FC1=C(C=CC(=C1)F)S(=O)(=O)NC=1C(=NC=C(C1)C=1C=C2C(=CN=CC2=CC1)N1CCNCC1)OC 2,4-difluoro-N-(2-methoxy-5-(4-(piperazin-1-yl)isoquinolin-6-yl)pyridin-3-yl)benzenesulfonamide trifluoroacetate salt